ClC=1C=C2C=NN(C2=C(C1)C(=O)NC1CC2(CC(C2)CC(=O)O)C1)CC1=NC=C(C=N1)C1=CC(=CC(=C1)OC)F 2-(6-(5-chloro-1-((5-(3-fluoro-5-methoxyphenyl)pyrimidin-2-yl)methyl)-1H-indazole-7-carboxamido)spiro[3.3]heptan-2-yl)acetic acid